CNC(=O)C1=NC=CC(=C1)OC1=CC2=C(N=C(S2)N[C@H]2[C@@H](CCCC2)O)C=C1 4-[2-((1R,2R)-2-hydroxycyclohexylamino)-benzothiazol-6-yloxyl]-pyridine-2-carboxylic acid methyl amide